CN(C/C=C/C(=O)N1C2CC(CC1CC2)NC(=O)C=2SC(=CC2)C)C (e)-N-(8-(4-(dimethylamino)but-2-enoyl)-8-azabicyclo[3.2.1]octan-3-yl)-5-methylthiophene-2-carboxamide